The molecule is a carboxylic acid anion resulting from the removal of a proton from the carboxylic acid group of beta-D-gentiobiosyl crocetin. The major species at pH 7.3. It is a conjugate base of a beta-D-gentiobiosyl crocetin. C/C(=C\\C=C\\C=C(/C)\\C=C\\C=C(/C)\\C(=O)O[C@H]1[C@@H]([C@H]([C@@H]([C@H](O1)CO[C@H]2[C@@H]([C@H]([C@@H]([C@H](O2)CO)O)O)O)O)O)O)/C=C/C=C(\\C)/C(=O)[O-]